(6-hexyl-1-oxa-4-azaspiro[4.4]non-3-yl)methanol C(CCCCC)C1C2(NC(CO2)CO)CCC1